C(#N)C=1C(=NC=CC1OC(C)C)C1=CN=CC(=N1)C(=O)N 6-(3-cyano-4-isopropoxypyridin-2-yl)pyrazine-2-carboxamide